C(=O)(OC(C)(C)C)NC1=C(C=CC(=C1)OC)Br N-BOC-2-bromo-5-methoxyaniline